5-(((1S,2R)-2-Amino-2,3-dihydro-1H-inden-1-yl)(methyl)amino)-2-(2,6-dioxopiperidin-3-yl)isoindolin-1,3-dion 3-hexenyl-2-methylbutanoate C(=CCCCC)C(C(C(=O)O)C)C.N[C@H]1[C@H](C2=CC=CC=C2C1)N(C=1C=C2C(N(C(C2=CC1)=O)C1C(NC(CC1)=O)=O)=O)C